(S)-N-(3-FLUOROPHENYL)-3-ISOPROPYL-6-(PIPERIDIN-3-YLOXY)IMIDAZO[1,2-B]PYRIDAZIN-8-AMINE HYDROCHLORIDE Cl.FC=1C=C(C=CC1)NC=1C=2N(N=C(C1)O[C@@H]1CNCCC1)C(=CN2)C(C)C